BrC=1C=C2N(N=C(C=C2NCC=2SC=CC2)Cl)C1C 6-bromo-2-chloro-7-methyl-N-(thiophen-2-ylmethyl)pyrrolo[1,2-b]pyridazin-4-amine